ClC=1C(=C2C=NNC2=C(C1F)NCC#N)C1=CC=2N(C=C1)N=C(C2)NC(=O)[C@H]2[C@H](C2)F (1S,2S)-N-(5-(5-chloro-7-((cyanomethyl)amino)-6-fluoro-1H-indazol-4-yl)pyrazolo[1,5-a]pyridin-2-yl)-2-fluorocyclopropane-1-carboxamide